C(C)C1=CC=C(C=C1)\C=C(/C=C/C=O)\C (2E,4Z)-5-(4-ethylphenyl)-4-methylpenta-2,4-dienal